N-(5-fluoroquinolin-6-yl)-7-(1-methyl-1H-pyrazol-4-yl)-5-(1-(tetrahydro-2H-pyran-4-yl)ethoxy)quinazolin-4-amine FC1=C2C=CC=NC2=CC=C1NC1=NC=NC2=CC(=CC(=C12)OC(C)C1CCOCC1)C=1C=NN(C1)C